2-{[(2S)-4-{6-[(2,4-Difluorobenzyl)oxy]pyridin-2-yl}-2-methylpiperazin-1-yl]methyl}-1-[(2S)-oxetan-2-ylmethyl]-1H-benzimidazol FC1=C(COC2=CC=CC(=N2)N2C[C@@H](N(CC2)CC2=NC3=C(N2C[C@H]2OCC2)C=CC=C3)C)C=CC(=C1)F